C(CCCCCCCCCCCCCCCCC)[Mg] stearylMagnesium